CN(C1=NC(=C(C=C1[N+](=O)[O-])NC1=NC=C(C(=N1)C1=CN(C2=CC=CC=C12)C)Cl)OCC(F)(F)F)CCN(C)C N2-methyl-N2-[2-(dimethylamino)ethyl]-6-(2,2,2-trifluoroethoxyl)-N5-[5-chloro-4-(1-methyl-1H-indol-3-yl)pyrimidin-2-yl]-3-nitropyridin-2,5-diamine